O1CC2(C1)OC(C1=C2C=CC=C1)=O 3H-spiro[2-benzofuran-1,3'-oxetan]-3-one